N1=CC(=CC=C1)O[C@@H]1CC2=CC[C@H]3[C@@H]4CC=C([C@@]4(C)CC[C@@H]3[C@]2(CC1)C)N1C=NC2=C1C=CC=C2 3β-(Pyridin-3-yloxy)-17-(1H-benzimidazol-1-yl)androsta-5,16-dien